2-cyano-N-(3,5-dimethoxybenzyl)thiophenylamide C(#N)C1=C(C=CC=C1)[N-]SCC1=CC(=CC(=C1)OC)OC